C(C1=CC=CC=C1)S(=NC(CC=1N=C2N(C=CC(=C2)C2=NOC(=N2)C(F)(F)Cl)C1)=O)(=O)C N-(benzyl(methyl)(oxo)-λ6-sulfaneylidene)-2-(7-(5-(chlorodifluoromethyl)-1,2,4-oxadiazol-3-yl)imidazo[1,2-a]pyridin-2-yl)acetamide